3-Amino-4-(2-methoxy-ethoxy)-5-methylphenylamin NC=1C=C(C=C(C1OCCOC)C)N